1-(2-(1-(6-(1-methyl-1H-pyrazol-4-yl)pyrrolo[2,1-f][1,2,4]triazin-4-yl)-1,2,3,6-tetrahydropyridin-4-yl)pyrimidin-5-yl)-1-(p-tolyl)ethan-1-ol CN1N=CC(=C1)C=1C=C2C(=NC=NN2C1)N1CCC(=CC1)C1=NC=C(C=N1)C(C)(O)C1=CC=C(C=C1)C